(5S)-5-({8-carbamoyl-6-[2-cyano-4-(difluoromethyl)phenyl]pyrido[3,2-d]pyrimidin-4-yl}amino)-3,3-difluoropiperidine-1-carboxylic acid tert-butyl ester C(C)(C)(C)OC(=O)N1CC(C[C@@H](C1)NC=1C2=C(N=CN1)C(=CC(=N2)C2=C(C=C(C=C2)C(F)F)C#N)C(N)=O)(F)F